benzyl N-[(3R)-1-(4-methoxyphenyl)-2-oxo-azetidin-3-yl]carbamate COC1=CC=C(C=C1)N1C([C@@H](C1)NC(OCC1=CC=CC=C1)=O)=O